2-methoxy-1-methyl-6-(4,4,5,5-tetramethyl-1,3,2-dioxaborolan-2-yl)-1H-benzo[d]Imidazole COC1=NC2=C(N1C)C=C(C=C2)B2OC(C(O2)(C)C)(C)C